4-[4-[(1S)-2-amino-1-hydroxyethyl]pyrazol-1-yl]-3-(2-methyl-6-phenylpyrimidin-4-yl)oxybenzonitrile NC[C@@H](O)C=1C=NN(C1)C1=C(C=C(C#N)C=C1)OC1=NC(=NC(=C1)C1=CC=CC=C1)C